[4-(4-ethoxyphenyl)-1H-pyrrol-2-yl](3,4,5-trimethoxyphenyl)methanone C(C)OC1=CC=C(C=C1)C=1C=C(NC1)C(=O)C1=CC(=C(C(=C1)OC)OC)OC